N1C(=CC=2C=NC=CC21)CNC(CN2C(=NC=C(C2=O)N[C@H](C)C=2N=C(OC2)C2=CC=CC=C2)C2=C(C=CC=C2)F)=O (R)-N-((1H-pyrrolo[3,2-c]pyridine-2-yl)methyl)-2-(2-(2-fluorophenyl)-6-oxo-5-((1-(2-phenyloxazol-4-yl)ethyl)amino)pyrimidin-1(6H)-yl)acetamide